FC(C(F)(F)F)(S(=O)(=O)C(S(=O)(=O)C(C(F)(F)F)(F)F)(S(=O)(=O)C(C(F)(F)F)(F)F)[Li])F.[Li] lithium tris(pentafluoroethylsulfonyl)methyllithium